C(#N)C(C)(C)C1=CC=C(CNC(=O)C=2SC(=CC2)S(NC)(=O)=O)C=C1 N-(4-(2-cyanopropan-2-yl)benzyl)-5-(N-methylsulfamoyl)thiophene-2-carboxamide